ClC1=CC=C(C(=N1)NC1(CC(C1)(F)F)C)[N+](=O)[O-] 6-chloro-N-(3,3-difluoro-1-methylcyclobutyl)-3-nitro-pyridin-2-amine